C(CCC)C1=CC=C(C=C1)C1C(CCC(=C1)C)C(=C)C 4-butyl-5'-methyl-2'-(prop-1-en-2-yl)-1',2',3',4'-tetrahydro-[1,1'-biphenyl]